ClC1=C(C=NN(C1=O)C1CCC(CC1)N1C(N(C2=C1C=CC=C2)CCO)=O)NC[C@H]2COCCC2 1-[4-[5-chloro-6-oxo-4-[[(3S)-tetrahydropyran-3-yl]methylamino]pyridazin-1-yl]cyclohexyl]-3-(2-hydroxyethyl)benzimidazole-2-one